bis(4-vinyloxyethyloxyphenyl)phenylsulfonium tris(trifluoromethanesulfonyl)methide [C-](S(=O)(=O)C(F)(F)F)(S(=O)(=O)C(F)(F)F)S(=O)(=O)C(F)(F)F.C(=C)OCCOC1=CC=C(C=C1)[S+](C1=CC=CC=C1)C1=CC=C(C=C1)OCCOC=C